3,4-Dichloro-1-phenyl-pyrrole-2,5-dione ClC=1C(N(C(C1Cl)=O)C1=CC=CC=C1)=O